6-chloro-3-(cycloheptylmethyl)-3,4-dihydro-2h-benzo[e][1,2,4]thiadiazine-7-sulfonamide-1,1-dioxide ClC=1C(=CC2=C(NC(NS2(=O)=O)CC2CCCCCC2)C1)S(=O)(=O)N